OC1=C(C=CC(=C1)O)/C=C/C(=O)NCCCNC(C1=CC=C(C=C1)OC)=O (E)-N-(3-(3-(2,4-dihydroxyphenyl)acrylamido)propyl)-4-methoxybenzamide